CC(CO)CC(C)C 2,4-dimethylpentanol